(+-)-3-(tosyloxy)pyrrolidine-1-carboxylic acid tert-butyl ester C(C)(C)(C)OC(=O)N1C[C@@H](CC1)OS(=O)(=O)C1=CC=C(C)C=C1 |r|